CS(=O)(=O)OCC1=CC(=NC(=C1)NC(C1=NC=CC(=C1)C1=CC=CC=C1)=O)N1C=NC(=C1)C (2-(4-methyl-1H-imidazol-1-yl)-6-(4-phenylpicolinamido)pyridin-4-yl)methyl methanesulfonate